(S)-2-{(2S,3S)-2-[(S)-2-acetylamino-3-(p-hydroxyphenyl)propionylamino]-3-methylvalerylamino}-2,5,5-trimethylhexanoic acid C(C)(=O)N[C@H](C(=O)N[C@H](C(=O)N[C@](C(=O)O)(CCC(C)(C)C)C)[C@H](CC)C)CC1=CC=C(C=C1)O